3-[(4-fluoro-2-pyridyl)amino]-1-(2,2,2-trifluoroethyl)pyrazolo[4,3-c]pyridin FC1=CC(=NC=C1)NC1=NN(C2=C1C=NC=C2)CC(F)(F)F